(2R,3S)-3-((6-(((3R*,4R*)-1-((1H-imidazol-2-yl)sulfonyl)-4-fluoropyrrolidin-3-yl)-amino)-9-(difluoromethyl)-9H-purin-2-yl)amino)-1,1,1-trifluorobutan-2-ol N1C(=NC=C1)S(=O)(=O)N1C[C@H]([C@@H](C1)F)NC1=C2N=CN(C2=NC(=N1)N[C@H]([C@H](C(F)(F)F)O)C)C(F)F |o1:10,11|